C(C)(C)(C)C1=CC=C(C(=N1)N1C(CC(C1)C)(C)C)C(=O)NS(=O)(=O)C1=NC(=CC=C1)OCCC(C)C 6-tert-Butyl-N-[(6-isopentyloxy-2-pyridyl)sulfonyl]-2-(2,2,4-trimethylpyrrolidin-1-yl)pyridin-3-carboxamid